7-Methoxy-4,4-dimethylchroman-8-sulfonyl chloride COC1=CC=C2C(CCOC2=C1S(=O)(=O)Cl)(C)C